C(C)S(=O)(=O)C1=C(N=C2N1C=CC(=C2)C(F)(F)F)C2=NN1C(C=CC(=C1)C(F)(F)F)=N2 2-[3-(Ethylsulfonyl)-7-(trifluoromethyl)imidazo[1,2-a]pyridin-2-yl]-6-(trifluoromethyl)[1,2,4]triazolo[1,5-a]pyridine